triphenylsulfonium nonafluorobutanesulfonate salt FC(C(C(C(S(=O)(=O)[O-])(F)F)(F)F)(F)F)(F)F.C1(=CC=CC=C1)[S+](C1=CC=CC=C1)C1=CC=CC=C1